BrC1=C(SC=2N=CN=C(C21)OC2=C(C=CC=C2OC(F)(F)F)F)C(C)(C)C 5-Bromo-6-(tert-butyl)-4-(2-fluoro-6-(trifluoromethoxy)phenoxy)thieno[2,3-d]pyrimidine